5-Bromo-4-methyl-1-(tetrahydro-2H-pyran-4-yl)-1H-indazole BrC=1C(=C2C=NN(C2=CC1)C1CCOCC1)C